Ethyl (E)-3-(5-methyl-5H-[1,2,4]triazino[5,6-b]indol-3-yl)acrylate CN1C2=C(C=3C=CC=CC13)N=NC(=N2)/C=C/C(=O)OCC